N-acetyl-L-alanyl-D-isoglutaminyl-L-alanine C(C)(=O)N[C@@H](C)C(=O)N[C@H](CCC(=O)N[C@@H](C)C(=O)O)C(N)=O